ClC1=NN(C=C1C(=O)NC1CCC(CC1)NC1=CC=CC=2N1C=C(N2)C#N)C 3-chloro-1-methyl-N-[(1s,4s)-4-({2-cyanoimidazo[1,2-a]pyridin-5-yl}amino)cyclohexyl]-1H-pyrazole-4-carboxamide